dipyrryldiethoxysilane N1C(=CC=C1)[Si](OCC)(OCC)C=1NC=CC1